(R)-N-(1-(3-amino-5-(trifluoromethyl)phenyl)ethyl)-2-methoxy-6-(4-methoxypiperidin-1-yl)pyrido[3,4-d]pyrimidin-4-amine NC=1C=C(C=C(C1)C(F)(F)F)[C@@H](C)NC=1C2=C(N=C(N1)OC)C=NC(=C2)N2CCC(CC2)OC